FC1=C(C=CC=C1)NC(=O)C1=NN(C(=CC1=O)C)C1=CC=CC=C1 N-(2-fluorophenyl)-6-methyl-4-oxo-1-phenyl-1,4-dihydropyridazine-3-carboxamide